CC1=CC=C(C=C1)CNC(=O)C2=CC=CC=C2N 2-amino-N-(4-methylbenzyl)benzamide